C1=CC=CC=2C3=CC=CC=C3C(C12)=C1C2=CC=CC=C2C=2C=CC=CC12 9,9'-bifluorene